3-carboxyl-5-(4-fluorophenyl)-2-oxo-1,3-oxazolidine-4-carboxylic acid ethyl ester C(C)OC(=O)C1N(C(OC1C1=CC=C(C=C1)F)=O)C(=O)O